(E)-ethyl 3-(amino(methoxy carbonylamino)methyleneamino)-1-(2-((2-(3-chloro-2-fluorobenzylamino)-2-oxoethyl)(isopropyl)amino)-2-oxoethyl)-1H-pyrazole-4-carboxylate N/C(/NC(=O)OC)=N\C1=NN(C=C1C(=O)OCC)CC(=O)N(C(C)C)CC(=O)NCC1=C(C(=CC=C1)Cl)F